C(C(C)C)C1=CC(=NN1C1=CC(=CC=C1)OCC(F)(F)F)NC1=C(C(=O)O)C=C(C=N1)C=1SC=CC1 2-[[5-isobutyl-1-[3-(2,2,2-trifluoroethoxy)phenyl]pyrazol-3-yl]amino]-5-(thiophen-2-yl)nicotinic acid